C(C)(C)C1=C(C(=CC(=C1)C)C(C)C)N=C=O 2,6-diisopropyl-4-methylphenyl isocyanate